2-fluoro-6-iodo-N-(1-methyl-1H-1,2,3-triazol-4-yl)benzamide FC1=C(C(=O)NC=2N=NN(C2)C)C(=CC=C1)I